ClC=1C=C(C=CC1)[C@@H](CO)N1CNC2=CC(=CC=C2C1=O)C=1C=NNC1C(F)(F)F (S)-3-(1-(3-Chlorophenyl)-2-hydroxyethyl)-7-(5-(trifluoromethyl)-1H-pyrazol-4-yl)-2,3-dihydroquinazolin-4(1H)-one